(R)-1-(4-Chloro-3-fluorophenyl)-3-methylpyrrolidine-3-carboxamide ClC1=C(C=C(C=C1)N1C[C@@](CC1)(C(=O)N)C)F